ClC1=NC2=CN=C(C(=C2C=C1)O)C(=O)NC1=C(C=CC=C1)CC=1C=NC(=CC1)C#N 2-chloro-N-((6-cyanopyridin-3-yl)methylPhenyl)-5-hydroxy-1,7-naphthyridine-6-carboxamide